COC([C@@H](N(C)C(CN(C)C(=O)C1[N@](C1)CC1=CC=CC=C1)=O)C(C)C)=O N-(N-((S)-1-benzyl-aziridine-2-carbonyl)-N-methyl-glycyl)-N-methyl-L-valine methyl ester